(S)-4-(3-(2-(pyridin-3-yl)pyrrolidin-1-yl)propyl)morpholine N1=CC(=CC=C1)[C@H]1N(CCC1)CCCN1CCOCC1